C1=CC=CC=2C3=CC=CC=C3C(C12)COC(=O)N[C@H](C(=O)O)[C@@H](C)OCCC (2S,3R)-2-(9H-fluoren-9-ylmethoxycarbonylamino)-3-propoxy-butyric acid